N-{4-[4-(2-methoxyphenyl)piperazinyl]butyl}-benzothiazolin-2-one-5-carboxamide COC1=C(C=CC=C1)N1CCN(CC1)CCCCNC(=O)C=1C=CC2=C(NC(S2)=O)C1